5-bromo-4-oxo-1-(tetrahydro-2H-pyran-4-ylmethyl)-1,4-dihydropyridine-3-carboxylic acid BrC=1C(C(=CN(C1)CC1CCOCC1)C(=O)O)=O